CC1=CNC2=NC=C(C=C21)C=2C=C1CCN(CC1=C(C2)[C@H]2NCCC2)C(=O)C=2C(=NC=NC2)C (S)-2-(6-(3-methyl-1H-pyrrolo[2,3-b]pyridin-5-yl)-2-(4-methylpyrimidine-5-carbonyl)-1,2,3,4-tetrahydroisoquinolin-8-yl)pyrrolidin